FC1=C(C=CC(=C1)F)C1=NC(=CN2C1=NC(=C(C2=O)C)C)C2CC(OCC2)C2COC(C2)(C)C 9-(2,4-difluorophenyl)-7-(2-(5,5-dimethyltetrahydrofuran-3-yl)tetrahydro-2H-pyran-4-yl)-2,3-dimethyl-4H-pyrazino[1,2-a]pyrimidin-4-one